COC([C@H](C[Zn+])C)=O (R)-(3-methoxy-2-methyl-3-oxopropyl)zinc (II)